NC1=NC(=C(C(=N1)NCCCC)CC1=C(C=C(C=O)C=C1)OC)C 4-((2-amino-4-(butylamino)-6-methylpyrimidin-5-yl)methyl)-3-methoxybenzaldehyde